C1=CC=C(C=C1)NC(=O)CCCl 3-Chloro-N-phenylpropanamide